(S)-2-((S)-2-aminopropanamido)-5-guanidino-N-((S)-1-(((S)-4-methyl-1-((R)-2-methyloxiran-2-yl)-1-oxopentan-2-yl)amino)-1-oxo-3-phenylpropan-2-yl)pentanamide N[C@H](C(=O)N[C@H](C(=O)N[C@H](C(=O)N[C@H](C(=O)[C@@]1(OC1)C)CC(C)C)CC1=CC=CC=C1)CCCNC(=N)N)C